e-Methylcaprolactone CC1C(=O)OCCCC1